CC([C@@H](C(=O)N1C(CC(C1)O)C(=O)NC)N1N=NC(=C1)CCC1N(CCCC1)C)(C)C 1-[(2S)-3,3-dimethyl-2-[4-[2-(1-methyl-2-piperidinyl)ethyl]triazol-1-yl]butanoyl]-4-hydroxy-N-methyl-pyrrolidine-2-carboxamide